Cl.COC1CCC(CC1)CC(O)C1NCCC1 ((1r,4S)-4-methoxycyclohexyl)methyl-(pyrrolidin-2-yl)methanol hydrochloride